4-(3-trifluoromethylphenyl)piperidine FC(C=1C=C(C=CC1)C1CCNCC1)(F)F